BrC1=CC(=C(C2=C1OCCO2)CC)OC=2C(=NC(=NC2)N)N 5-(8-Bromo-5-ethyl-2,3-dihydro-benzo[1,4]dioxin-6-yloxy)-pyrimidine-2,4-diamine